dihydrobenzothiopyranyl dihydrobenzothiopyranyl sulfone S1C(CCC2=C1C=CC=C2)S(=O)(=O)C2SC1=C(CC2)C=CC=C1